CN1CC(CC1)CN1N=C2C=C(C=C(C2=C1)C=1SC(=CN1)C)C(=O)N[C@H](C)C=1C=NC(=NC1)C(F)(F)F 2-((1-methylpyrrolidin-3-yl)methyl)-4-(5-methylthiazol-2-yl)-N-((R)-1-(2-(trifluoromethyl)pyrimidin-5-yl)ethyl)-2H-indazole-6-carboxamide